ClC1=NC=C2C(=N1)NN=C2C2=CC=C(C=C2)F 6-chloro-3-(4-fluorophenyl)-1H-pyrazolo[3,4-d]pyrimidine